(7s,8as)-7-(3-(benzo[d]thiazol-7-yl)propyl)hexahydropyrrolo[1,2-a]pyrazin-6(2H)-one S1C=NC2=C1C(=CC=C2)CCC[C@H]2C[C@@H]1N(CCNC1)C2=O